5-amino-6-oxopyridazin NC1=CC=NNC1=O